ClC=1C(=CC(=C(C1)NC1=NC=NC2=CC(=C(C=C12)OC1CCN(CC1)C(C=C)=O)OC)C(C)(C)O)OC1=C(C=C(C=C1)F)F 1-(4-((4-((5-chloro-4-(2,4-difluorophenoxy)-2-(2-hydroxypropan-2-yl)phenyl)amino)-7-methoxyquinazolin-6-yl)oxy)piperidin-1-yl)prop-2-en-1-one